ClCC1=NC2=CC=C(C=C2C(N1)=O)I 2-chloromethyl-6-iodoquinazolin-4(3H)-one